N-(2-amino-4-((4-aminobenzyl)amino)phenyl)heptanamide NC1=C(C=CC(=C1)NCC1=CC=C(C=C1)N)NC(CCCCCC)=O